FC1=C(C=C(C=C1)\C=C(\C1=NC=C(N=C1)OCC(C(F)F)(F)F)/F)[C@@]12N=C(SC[C@@H]1CN(C2)C2=NC=C(C=N2)F)N (4aR,7aS)-7a-(2-Fluoro-5-((Z)-2-fluoro-2-(5-(2,2,3,3-tetrafluoropropoxy)pyrazin-2-yl)vinyl)phenyl)-6-(5-fluoropyrimidin-2-yl)-4,4a,5,6,7,7a-hexahydropyrrolo[3,4-d][1,3]thiazin-2-amin